tert-Butyl (4-(1-methyl-3-(trifluoromethyl)-1H-1,2,4-triazol-5-yl)benzyl)carbamate CN1N=C(N=C1C1=CC=C(CNC(OC(C)(C)C)=O)C=C1)C(F)(F)F